ClC1=C(C=C(C=C1)I)C[C@@H](C(=O)O)NC(=O)OCC1C2=CC=CC=C2C=2C=CC=CC12 (2S)-3-(2-chloro-5-iodophenyl)-2-(9H-fluoren-9-ylmethoxycarbonylamino)propanoic acid